C(C)(C)(C)C1=C(C=CC(=C1)C(C)(C)C)OP(OC1=C(C=C(C=C1)C(C)(C)C)C(C)(C)C)OC1=C(C=C(C=C1)C(C)(C)C)C(C)(C)C.C(#N)C1=CC=C(C=C1)S(=O)(=O)NC=1C=C(C=CC1F)C1=CC(=CC(=C1)F)OC(F)F 4-cyano-N-(3'-(difluoromethoxy)-4,5'-difluoro-[1,1'-biphenyl]-3-yl)benzenesulfonamide tri[2,4-di-tert.Butylphenyl]phosphite